N1CC(CC1)B(O)O 3-PYRROLIDINYLBORONIC ACID